C[C@H](CCC=C(C)C)[C@H]1CC[C@@H]2[C@@]1(CCC3=C2CC[C@@H]4[C@@]3(CC[C@@H](C4CO)O)C)C The molecule is a 3beta-sterol that is zymosterol which carries a hyroxymethyl group at position 4. It has a role as a Saccharomyces cerevisiae metabolite. It is a primary alcohol, a 3beta-sterol and a cholestanoid. It derives from a zymosterol.